ClC1=CC=C(OC2=CC(=C(C=C2)C(CN2N=CN=C2)(C(C)C)O)C(F)(F)F)C=C1 2-[4-(4-chloro-phenoxy)-2-(trifluoromethyl)phenyl]-3-methyl-1-(1,2,4-triazol-1-yl)butan-2-ol